C1(=CC=CC=C1)C1=CCC=C1C1=CC=CC=C1 2,3-diphenylcyclopent-1,3-diene